5,5-dimethylfuran CC1(C=CCO1)C